Cl.C1NCCC2=CC(=CC=C12)C(=O)OCC1=CC=CC=C1 benzyl 1,2,3,4-tetrahydroisoquinoline-6-carboxylate hydrochloride